C(C)(C)(C)N1C(N(C(C1)C(C(=O)NC=1C=CC=C2C=CC=NC12)CCC)C(C)(C)C)=O 2-(1,3-di-tert-butyl-2-oxoimidazolidin-4-yl)-N-(quinolin-8-yl)pentanamide